4'-[4'-(methoxycarbonyl)-[1,1'-biphenyl]-4-amido]-[1,1'-biphenyl] COC(=O)C1=CC=C(C=C1)C1=CC=C(C=C1)C(=O)NC1=CC=C(C=C1)C1=CC=CC=C1